FC1=C(N=NN1C)C(=O)OCC ethyl 5-fluoro-1-methyl-1H-1,2,3-triazole-4-carboxylate